CC=1N=C(SC1C)NC(=O)C=1C(=C(C=CC1)NCCOCCOCCOCCOCCOCCOCCC(=O)O)C 1-((3-((4,5-dimethylthiazol-2-yl)carbamoyl)-2-methylphenyl)amino)-3,6,9,12,15,18-hexaoxahenicosan-21-oic acid